(1s,2r,5r)-5-(4-amino-7H-pyrrolo[2,3-d]pyrimidin-7-yl)-3-(2-(6-methyl-1,2,3,4-tetrahydroisoquinolin-8-yl)ethyl)cyclopent-3-ene-1,2-diol NC=1C2=C(N=CN1)N(C=C2)[C@@H]2C=C([C@H]([C@H]2O)O)CCC=2C=C(C=C1CCNCC21)C